3-(trifluoromethyl)-1,5-dihydro-4H-pyrazolo[3,4-d]Pyridazin-4-one FC(C1=NNC=2C=NNC(C21)=O)(F)F